C1(CC1)C1(CN(CC1)CCOC1=NC(=NC2=CC=CC=C12)C)O 3-cyclopropyl-1-(2-((2-methylquinazolin-4-yl)oxy)ethyl)pyrrolidin-3-ol